CN(C(C(C1=CC=CC=C1)C1=CC=CC=C1)=O)C1=C(C(=O)OC)C=C(C=C1)N1C2=C(CCCC1)C=CC=C2 methyl 2-(N-methyl-2,2-diphenylacetamido)-5-(2,3,4,5-tetrahydro-1H-benz[b]azepin-1-yl)benzoate